O[C@H]1C[C@H](N(C1)C(=O)OC(C)(C)C)C(N[C@H]1CN([C@H](C1)C(NCC1=CC=C(C=C1)C#CC1=CC=C(C=C1)CN1CCOCC1)=O)C(C(C)C)=O)=O tert-butyl (2S,4S)-4-hydroxy-2-(((3R,5R)-1-isobutyryl-5-((4-((4-(morpholinomethyl)phenyl)ethynyl) benzyl)carbamoyl)pyrrolidin-3-yl)carbamoyl)pyrrolidine-1-carboxylate